C(C)(C)N1N=C(C2=NC=CC=C21)S(=O)(=O)N 1-isopropyl-1H-pyrazolo[4,3-b]pyridine-3-sulfonamide